dopamine-folic acid C1=CC(=C(C=C1CCNC2=C(C=CC(=C2)NCC3=CN=C4C(=N3)C(=O)NC(=N4)N)C(=O)N[C@@H](CCC(=O)O)C(=O)O)O)O